propoxyarsenic acid C(CC)OO[As](O)(O)=O